(2S,4r)-N-[(3-cyano-2-fluoro-phenyl)methyl]-1-[(2S)-2-(4-cyclopropyltriazol-1-yl)-3,3-dimethyl-butyryl]-4-hydroxy-pyrrolidine-2-carboxamide C(#N)C=1C(=C(C=CC1)CNC(=O)[C@H]1N(C[C@@H](C1)O)C([C@H](C(C)(C)C)N1N=NC(=C1)C1CC1)=O)F